(E)-but-2-ene-1,4-diol C(\C=C\CO)O